CC1=[N+](C=C(N=C1)C)S(=O)(=O)[O-] 2,5-dimethylpyraziniumsulfonate